ClC1=CC=C2C(=CNC2=C1)S(=O)(=O)NC1=NC(=C(C=C1F)CC(F)F)OC 6-chloro-N-[5-(2,2-difluoroethyl)-3-fluoro-6-methoxy-2-pyridyl]-1H-indole-3-sulfonamide